O1C(=NN=C1)CC1=C(C=C(CN2C(NC3=C2C=CC=C3)=O)C=C1)C (4-((1,3,4-oxadiazol-2-yl)methyl)-3-methylbenzyl)-1,3-dihydro-2H-benzo[d]imidazol-2-one